C(C)(C)(CC)OOC(C(=O)O)(CCCC)CC.C(C=CC)OC1=C(C=CC=C1)C(CC)=O 1-(2-(but-2-en-1-yloxy)phenyl)propan-1-one tert-amylperoxy-2-ethylhexanoate